C12(CC3CC(CC(C1)C3)C2)NC(COC2=NC(NC=3CCCCC23)=O)=O N-(adamantan-1-yl)-2-((2-oxo-1,2,5,6,7,8-hexahydroquinazolin-4-yl)oxy)acetamide